C(C1=CC=CC=C1)(=O)C1=C(C=CC(=C1)Cl)NC(C(=C)C)=O N-(2-benzoyl-4-chlorophenyl)methacrylamide